7-Fluoro-3-(4-(4-fluorophenyl)thiazol-2-yl)-2-(1,2,2,2-tetrafluoroethyl)quinazolin-4(3H)-one FC1=CC=C2C(N(C(=NC2=C1)C(C(F)(F)F)F)C=1SC=C(N1)C1=CC=C(C=C1)F)=O